methyl-pyridineamine CC=1C(=NC=CC1)N